(3,4-dihydro-quinolin-1(2H)-yl)-7-fluoro-[1,2,4]triazolo[4,3-a]quinazolin-8-amine N1(CCCC2=CC=CC=C12)C1=NN=C2N1C1=CC(=C(C=C1C=N2)F)N